tert-Butyl (2-(5-(morpholine-4-carbonyl)-1H-indole-2-carboxamido)ethyl)carbamate N1(CCOCC1)C(=O)C=1C=C2C=C(NC2=CC1)C(=O)NCCNC(OC(C)(C)C)=O